5-((1'R,2r,3R,5'S)-3-((tert-butoxycarbonyl)amino)-3H-8'-azaspiro[benzofuran-2,3'-bicyclo[3.2.1]octane]-8'-yl)pyrazine-2-thiol sodium [Na].C(C)(C)(C)OC(=O)N[C@@H]1C2=C(OC13C[C@H]1CC[C@@H](C3)N1C=1N=CC(=NC1)S)C=CC=C2